ClC1=C(C=CC(=C1)S(N(C=1SC=CN1)CC1=C(C=C(C=C1)OC)OC)(=O)=O)N([C@@H]1CN(CC1)C(=O)OC(C)(C)C)C tert-butyl (S)-3-((2-chloro-4-(N-(2,4-dimethoxybenzyl)-N-(thiazol-2-yl)sulfamoyl)phenyl)(methyl)amino)pyrrolidine-1-carboxylate